iminodiacetic acid anion N(CC(=O)[O-])CC(=O)[O-]